OC1=CC=C(CNC2=CC(=C(C=C2)NC(C2=CC=CC=C2)=O)C)C=C1 N-(4-((4-hydroxybenzyl)amino)-2-methylphenyl)benzamide